O1CCN(CC1)S(=O)(=O)CC1=CC=C(C=C1)C1=C2C(=NC(=C1)NC(=O)C1CC1)NC=C2 N-(4-(4-((morpholinosulfonyl)methyl)phenyl)-1H-pyrrolo[2,3-b]pyridin-6-yl)cyclopropylcarboxamide